C(#N)C1=NC(=C2C=C(N=CC2=C1)NC(=O)[C@@H]1C[C@H](CCC1)NC(OC(C)(C)C)=O)NC(C)C Tert-butyl ((1S,3S)-3-((7-cyano-5-(isopropylamino)-2,6-naphthyridin-3-yl)carbamoyl)cyclohexyl)carbamate